C(#N)C1=C2C=CN=CC2=C2C(=C1)C=C(C=C2)C(=O)O 5-cyanobenzo[h]isoquinoline-8-carboxylic acid